ferrous DL-threonate O=C([C@@H](O)[C@H](O)CO)[O-].[Fe+2].O=C([C@@H](O)[C@H](O)CO)[O-] |r|